2-(2-Chlorophenyl)-1H-benzo[d]imidazole-4-carboxamide ClC1=C(C=CC=C1)C1=NC2=C(N1)C=CC=C2C(=O)N